(6-(5-fluoropyridin-2-yl)-2,6-diazaspiro[3.3]heptan-2-yl)methanone FC=1C=CC(=NC1)N1CC2(CN(C2)C=O)C1